ClC1=C(C(=CC=C1)C)C1=NOC(=C1C=C1CC2(C1)CCN(CC2)C2=CC=C1C(=CN(C1=C2)C)C(=O)O)C2CC2 6-(2-((3-(2-chloro-6-methylphenyl)-5-cyclopropylisoxazol-4-yl)methylene)-7-azaspiro[3.5]non-7-yl)-1-methyl-1H-indole-3-carboxylic acid